CC(C)N1C2=CC=CC=C2N(C1=O)C(=O)NC3C[C@H]4CC[C@@H](C3)N4C 2,3-Dihydro-N-[(3-endo)-8-methyl-8-azabicyclo[3.2.1]oct-3-yl]-3-(1-methylethyl)-2-oxo-1H-benzimidazole-1-carboxamide